(3R,4R)-4-{[5-fluoro-7-(pyridin-2-yl)pyrrolo[2,1-f][1,2,4]triazin-2-yl]amino}piperidin-3-ol FC=1C=C(N2N=C(N=CC21)N[C@H]2[C@@H](CNCC2)O)C2=NC=CC=C2